COC1=NC=CC(=C1)C=1C(=NC=CC1)NC(=O)N=[S@](=O)(N)C=1C=NN2C1OCC(C2)(C)C (R)-N'-((2'-methoxy-[3,4'-bipyridin]-2-yl)carbamoyl)-6,6-dimethyl-6,7-dihydro-5H-pyrazolo[5,1-b][1,3]oxazine-3-sulfonimidamide